4-{8-bromopyrrolo[1,2-a]pyrazin-6-yl}piperidine-1-carboxylic acid tert-butyl ester C(C)(C)(C)OC(=O)N1CCC(CC1)C1=CC(=C2N1C=CN=C2)Br